methyl 2-{[(tert-butoxy)carbonyl]amino}-2-{1-[(E)-{[(tert-butoxy)carbonyl]amino}({[(tert-butoxy)carbonyl]imino})methyl]piperidin-4-yl}acetate C(C)(C)(C)OC(=O)NC(C(=O)OC)C1CCN(CC1)/C(=N/C(=O)OC(C)(C)C)/NC(=O)OC(C)(C)C